1-(2-bromo-5-methylpyridin-4-yl)-1,5,6,7-tetrahydro-4H-pyrazolo[4,3-c]pyridin-4-one BrC1=NC=C(C(=C1)N1N=CC=2C(NCCC21)=O)C